(S)-N-((S)-1-amino-1-oxo-3-((S)-2-oxopyrrolidin-3-yl)propan-2-yl)-6-(4-methoxy-1H-indole-2-carbonyl)-6-azaspiro[3.4]octane-7-carboxamide NC([C@H](C[C@H]1C(NCC1)=O)NC(=O)[C@H]1N(CC2(CCC2)C1)C(=O)C=1NC2=CC=CC(=C2C1)OC)=O